6,6'-(2,2'-dichloro-[1,1'-biphenyl]-3,3'-diyl)bis(N-((S)-2-aminopropyl)-2-methoxynicotinamide) ClC1=C(C=CC=C1C1=NC(=C(C(=O)NC[C@H](C)N)C=C1)OC)C1=C(C(=CC=C1)C1=NC(=C(C(=O)NC[C@H](C)N)C=C1)OC)Cl